C1(CCCC1)OC1=CC=C(CN2C=CC3=C(C=CC(=C23)C(=O)NC2CC3(CCC3)C2)F)C=C1 (Ra)-6-(1-(4-(Cyclopentyloxy)benzyl)-4-fluoro-1H-indol-7-carboxamido)spiro[3.3]heptan